CC1=CC=2C(=NCC(CN2)=O)C=C1 7-methyl-3,4-dihydro-2H-1,5-benzodiazepine-3-one